FC(CC[C@H]1CN(C2=C(S([C@H]1F)(=O)=O)C=C(C(=C2)C(F)(F)F)OCC=2C(=NC=CC2)C(=O)OC)C2=CC=C(C=C2)F)(C)F methyl 3-((((2R,3S)-3-(3,3-difluorobutyl)-2-fluoro-5-(4-fluorophenyl)-1,1-dioxido-7-(trifluoromethyl)-2,3,4,5-tetrahydrobenzo[b][1,4]thiazepin-8-yl)oxy)methyl)picolinate